ethyl 1-tert-butyl-5-fluoropyrazole-4-carboxylate C(C)(C)(C)N1N=CC(=C1F)C(=O)OCC